Tert-butyl 4-[1-(2,6-dioxo-3-piperidyl)-4-fluoro-3-methyl-2-oxo-benzimidazol-5-yl]piperidine-1-carboxylate O=C1NC(CCC1N1C(N(C2=C1C=CC(=C2F)C2CCN(CC2)C(=O)OC(C)(C)C)C)=O)=O